BrC1=C(C=C(C=C1)OC)CC1=CC(=CC=C1)OC 1-bromo-4-methoxy-2-(3-methoxybenzyl)benzene